CC(C(=O)[O-])=CCC 2-methylpent-2-enoate